C(C)(C)(C)OC(=O)N1C=C(C=2C1=NC=CN2)C 5-(tert-butoxycarbonyl)-7-methyl-5H-pyrrolo[2,3-b]pyrazine